6-fluoro-5-(1-(2-fluoroethyl)-1H-benzo[d][1,2,3]triazol-6-yl)-4-methoxy-N-(2-oxaspiro[3.5]nonan-7-yl)pyrrolo[2,1-f][1,2,4]triazin-2-amine FC=1C(=C2C(=NC(=NN2C1)NC1CCC2(COC2)CC1)OC)C=1C=CC2=C(N(N=N2)CCF)C1